BrC=1C(=C(C=C(C1)Br)NC(=O)NC1=CC(=CC(=C1)OC)NCCO)CO 1-(3,5-dibromo-2-hydroxymethylphenyl)-3-[3-(2-hydroxyethylamino)-5-methoxyphenyl]urea